FC1=C(OC[C@@H](/C=C/[C@H]2[C@@H](C[C@@H]3OC[C@H](CC[C@@H]32)COCC(=O)O)O)O)C=CC=C1F ({(3R,5aR,6R,7R,8aS)-6-[(1E,3R)-4-(2,3-difluorophenoxy)-3-hydroxy-1-buten-1-yl]-7-hydroxyoctahydro-2H-cyclopenta[b]oxepin-3-yl}methoxy)acetic acid